NC=1C(=C(C=CC1C(=O)OC)C1=C(C(=CC=C1)Cl)Cl)F methyl 3-amino-2',3'-dichloro-2-fluoro-[1,1'-biphenyl]-4-carboxylate